methyl 4-(4-((4'-chloro-4-vinyl-[1,1'-biphenyl]-2-yl)(hydroxy)methyl)piperidin-1-yl)benzoate ClC1=CC=C(C=C1)C1=C(C=C(C=C1)C=C)C(C1CCN(CC1)C1=CC=C(C(=O)OC)C=C1)O